Quinolin-2-ylmethylamine N1=C(C=CC2=CC=CC=C12)CN